3-(4-amino-1-oxo-1,3-dihydro-2H-isoindol-2-yl)piperidine NC1=C2CN(C(C2=CC=C1)=O)C1CNCCC1